C1=CC=CC2=C1C(C1=CC=C3C4=CC=CC=C4C(C4=C3C1=C2C=C4)=O)=O Dibenzo[b,def]chrysen-7,14-dion